tert-Butyl (3S)-3-[3-(4-[3-cyano-4-[(1R)-1-(pyridin-2-yl)ethoxy]pyrazolo[1,5-a]pyridin-6-yl]-5-methylpyrazol-1-yl)azetidin-1-yl]pyrrolidine-1-carboxylate C(#N)C=1C=NN2C1C(=CC(=C2)C=2C=NN(C2C)C2CN(C2)[C@@H]2CN(CC2)C(=O)OC(C)(C)C)O[C@H](C)C2=NC=CC=C2